C(#N)CC1=CC=C(C=C1)NC(=O)C1C[C@@H](CCC1C(C)C)C (1R,2S,5R)-N-(4-cyanomethylphenyl)-p-menthanecarboxamide